C(C)(C)(C)OC(CN1CCC(CC1)CN1CCN(CCN(CC1)CC(=O)OCC1=CC=CC=C1)CC(=O)OCC1=CC=CC=C1)=O dibenzyl 2,2'-(7-((1-(2-(tert-butoxy)-2-oxoethyl)piperidin-4-yl)methyl)-1,4,7-triazonane-1,4-diyl)diacetate